FC(C1=CN(C(=C1C1=CC=C(C=C1)F)F)C1=CC=C(N)C=C1)(F)F 4-(3-trifluoromethyl-5-fluoro-4-(4-fluorophenyl)-1H-pyrrol-1-yl)aniline